F[C@@H]1C(C1)C(=O)N (2S)-2-fluorocyclopropane-1-carboxamide